CC(C(CC)C(C(C(C(=O)[O-])(C(CC)C(C(C)C)C)C(CC)C(C(C)C)C)(O)C(=O)[O-])C(=O)[O-])C(C)C Tri(4,5-dimethyl-3-hexyl)citrat